t-butyl (E)-1-((t-butylsulfinyl) imino)-8-azaspiro[4.5]dec-2-en-8-carboxylate C(C)(C)(C)S(=O)\N=C\1/C=CCC12CCN(CC2)C(=O)OC(C)(C)C